N[13CH2]CC1=CC(O)=C(O)C=C1 dopamine-13C